2-[[4-[5-(oxetan-3-ylmethoxy)-2-(2H-tetrazol-5-yl)phenyl]piperazin-1-yl]methyl]-1,3-benzothiazole O1CC(C1)COC=1C=CC(=C(C1)N1CCN(CC1)CC=1SC2=C(N1)C=CC=C2)C=2N=NNN2